C(#N)[C@H](C[C@@H]1C(NCCC1)=O)NC(=O)[C@H]1N(C[C@H]2[C@@H]1CC(C2)(F)F)C(=O)C=2NC1=C(C(=CC(=C1C2)F)F)Cl (1S,3aR,6aS)-N-((S)-1-cyano-2-((R)-2-oxopiperidin-3-yl)ethyl)-2-(4,6-difluoro-7-chloro-1H-indole-2-carbonyl)-5,5-difluorooctahydrocyclopenta[c]pyrrole-1-carboxamide